C(C)(C)(C)OC(=O)N1[C@H]([C@H](C(C1)(F)F)NS(=O)(=O)C)CC=1C=C(C=CC1)C1=CC(=CC(=C1)F)F (2S,3R)-2-[(3',5'-difluoro[1,1'-biphenyl]-3-yl)methyl]-4,4-difluoro-3-[(methylsulfonyl)amino]pyrrolidine-1-carboxylic acid tert-butyl ester